(S)-1-(5-chloro-3-methylpyridin-2-yl)-4-(4-fluorobenzyl)-3-(oxetan-3-yl)piperazine-2,5-dione ClC=1C=C(C(=NC1)N1C([C@@H](N(C(C1)=O)CC1=CC=C(C=C1)F)C1COC1)=O)C